tert-butyl 4-{2-cyano-4-[3-(1,3-dioxolan-2-yl)propoxy]phenyl}piperidine-1-carboxylate C(#N)C1=C(C=CC(=C1)OCCCC1OCCO1)C1CCN(CC1)C(=O)OC(C)(C)C